tert-Butyl 4-(1-(4-(3-(5-fluoro-6-methoxypyridin-3-yl)-4,5,7,8-tetrahydro-1H-oxepino[4,5-c]pyrazol-1-yl)-1H-pyrazol-1-yl)ethyl)piperidine-1-carboxylate FC=1C=C(C=NC1OC)C=1C2=C(N(N1)C=1C=NN(C1)C(C)C1CCN(CC1)C(=O)OC(C)(C)C)CCOCC2